NCCC[Si](OCC)(OCC)C 3-Aminopropylmethyldi-ethoxysilan